tert-butyl 5-amino-4-(5-bromo-4-fluoro-1-oxo-isoindolin-2-yl)-5-oxo-pentanoate NC(C(CCC(=O)OC(C)(C)C)N1C(C2=CC=C(C(=C2C1)F)Br)=O)=O